C(=O)(O)C1=C(C=CC2=CC=CC=C12)OC1=C(C(C(=O)O)=CC=C1)C(=O)O 3-[(1-carboxynaphthalen-2-yl)oxy]phthalic acid